BrC=1C=C(C=2N(C1)C1(CC3=CC=CC=C3C1)NC2)Cl 6-bromo-8-chloro-spiro[2H-imidazo[1,5-a]pyridine-3,2'-indane]